2-(3-bromopyridin-2-yl)-1-phenylethan-1-one BrC=1C(=NC=CC1)CC(=O)C1=CC=CC=C1